O1C(CCCC1)N1N=CC(=C1)C1=CC=CC(=N1)C(=O)O 6-(1-(tetrahydro-2H-pyran-2-yl)-1H-pyrazol-4-yl)pyridine-2-carboxylic acid